OCCN1CCN(CC1)CCC 3-[4-(2-Hydroxyethyl)piperazin-1-yl]propane